NC1=CC(N(C(N1C)=O)C1CC1)=O 6-amino-3-cyclopropyl-1-methylpyrimidine-2,4(1H,3H)-dione